2-[[5-bromo-3-(4-pyridyl)indazol-1-yl]methoxy]ethyl-trimethyl-silane BrC=1C=C2C(=NN(C2=CC1)COCC[Si](C)(C)C)C1=CC=NC=C1